2-({7-amino-4-[3-(4-methoxyphenyl)-1H-indazol-5-yl]-1-oxo-2,3-dihydro-1H-isoindol-2-yl}methyl)prop-2-enenitrile NC=1C=CC(=C2CN(C(C12)=O)CC(C#N)=C)C=1C=C2C(=NNC2=CC1)C1=CC=C(C=C1)OC